COC1=CC=2N(C3=CC(=C(C=C3C2C=C1OC)OC)OC)C=1C2=CC=CC=C2C(=C2C=CC=CC12)N1C2=CC(=C(C=C2C=2C=C(C(=CC12)OC)OC)OC)OC 9,10-bis(2,3,6,7-tetramethoxy-9H-carbazol-9-yl)anthracene